C1(=CC=CC=C1)C1=NC(=NC(=N1)NC1=CC=CC=C1)NC(CC)O (4-phenyl-6-(phenylamino)-1,3,5-triazin-2-ylamino)propan-1-ol